N=1C=NN2C1C=CC=C2C2=NN(C(=C2C(F)(F)F)C(=O)NC2=CC(=NC=C2)C(F)(F)F)C 3-([1,2,4]triazolo[1,5-a]pyridin-5-yl)-1-methyl-4-(trifluoromethyl)-N-(2-(trifluoromethyl)pyridin-4-yl)-1H-pyrazole-5-carboxamide